C(C1=CC=CC=C1)C1=NC(=NC=C1)N1CCN(CC1)C=1C=NN2C1C=CC(=C2)C=2C=NN(C2)C 3-[4-(4-benzyl-pyrimidin-2-yl)piperazin-1-yl]-6-(1-methyl-1H-pyrazol-4-yl)pyrazolo[1,5-a]pyridine